ethyl-cyclobutane-1-carboxylic acid C(C)C1(CCC1)C(=O)O